4-(4,4,5,5-tetramethyl-1,3,2-dioxaborolan-2-yl)-3-(trifluoromethoxy)aniline CC1(OB(OC1(C)C)C1=C(C=C(N)C=C1)OC(F)(F)F)C